3-amino-3-{[1-(cyclobutanecarbonyloxy)-3-hydroxyprop-2-yl]carbamoyl}propanoic acid NC(CC(=O)O)C(NC(COC(=O)C1CCC1)CO)=O